3-((6-(methylcarbamoyl)pyridin-3-yl)oxy)pyrrole-1-carboxylic acid tert-butyl ester C(C)(C)(C)OC(=O)N1C=C(C=C1)OC=1C=NC(=CC1)C(NC)=O